CC=1C=C(C=CC1B1OC(C(O1)(C)C)(C)C)CO [3-methyl-4-(4,4,5,5-tetramethyl-1,3,2-dioxaborolan-2-yl)phenyl]methanol